N-cyclopropyl-2-(difluoromethoxy)-4-[7-[[(3S)-1-isopropylpyrrolidin-3-yl]methoxy]imidazo[1,2-a]pyridin-3-yl]-6-methoxy-benzamide C1(CC1)NC(C1=C(C=C(C=C1OC)C1=CN=C2N1C=CC(=C2)OC[C@@H]2CN(CC2)C(C)C)OC(F)F)=O